FC1(CC(C1)NC(C)C)F 3,3-difluoro-N-isopropylcyclobutan-1-amine